ClC=1N=C2NS(C3=CC=CC(NCCCC=4C=CC=CC4C(C1)=N2)=C3)(=O)=O 21-chloro-17λ6-thia-11,18,20,23-tetraazatetracyclo[17.3.1.112,16.02,7]tetracosa-1(23),2(7),3,5,12(24),13,15,19,21-nonaene-17,17-dione